8-(3-hydroxyphenyl)octanoic acid OC=1C=C(C=CC1)CCCCCCCC(=O)O